5-cyclopentyl-7-(3,5-difluorophenyl)-5,6,7,8-tetrahydro-2,7-naphthyridine-3-carboxylic acid ethyl ester C(C)OC(=O)C=1N=CC=2CN(CC(C2C1)C1CCCC1)C1=CC(=CC(=C1)F)F